N(N)C(=O)C1=C(C=CC=C1)S(=O)(=O)O 2-(hydrazino-carbonyl)benzenesulfonic acid